5-cyclobutyl-1-methyl-1H-pyrazole-4-carboxylic acid potassium salt [K+].C1(CCC1)C1=C(C=NN1C)C(=O)[O-]